BrC=1C=C(C=CC1)C1(CC(C1)(OC)OC)C(=O)NN 1-(3-bromophenyl)-3,3-dimethoxycyclobutane-1-carboxylic acid hydrazide